FC1=C(C=CC=C1)C(C(C#N)C)=O 3-(2-fluorophenyl)-2-methyl-3-oxopropanenitrile